4-(4-cyclopropyl-sulfonyl-3-methyl-phenyl)-3-(difluoromethoxy)-N-methyl-1H-pyrazolo[3,4-c]pyridine-5-carboxamide C1(CC1)S(=O)(=O)C1=C(C=C(C=C1)C1=C2C(=CN=C1C(=O)NC)NN=C2OC(F)F)C